N1=CC=C(C=C1)C1=CC2=C(NC(=N2)NC(OCC2COC2)=O)C=C1 Oxetan-3-ylmethyl (5-(pyridin-4-yl)-1H-benzo[d]imidazol-2-yl)carbamate